5-chloro-7-cyclopropylpyrazolo[1,5-a]pyrimidine ClC1=NC=2N(C(=C1)C1CC1)N=CC2